3-Thiazolium S1C=[NH+]C=C1